C(C=C)OCC1=C(C=C(C=C1)Cl)N1CCOCC1 (2-((allyloxy)methyl)-5-chlorophenyl)morpholine